3,8-bis(1-(3-fluoropropoxy)ethyl)porphyrin FCCCOC(C)C=1C=C2NC1C=C1C=C(C(=N1)C=C1C=CC(N1)=CC=1C=CC(N1)=C2)C(C)OCCCF